O=C1N[C@H]2[C@@H](N1)CSC2CCCCC(=O)OC methyl 5-((3aS,6aR)-2-oxohexahydro-1H-thieno[3,4-d]imidazol-4-yl)pentanoate